(2-Aminoethyl)-3-aminopropylmethyldiethoxysilane NCCC(C)O[Si](OCC)(C)CCCN